ClC=1C(=CC2=C(N(C(NC2=O)=O)C=2C(=NC=CC2OC)C(C)C)N1)F 7-chloro-6-fluoro-1-(2-isopropyl-4-methoxypyridin-3-yl)pyrido[2,3-d]Pyrimidine-2,4(1H,3H)-dione